ClC=1C=C(C(=NC1)NC=1C(=C(C=NC1)CC1=C(C(=NC=C1)NS(NC)(=O)=O)F)C)F 4-[[5-[(5-chloro-3-fluoro-2-pyridinyl)amino]-4-methyl-3-pyridinyl]methyl]-3-fluoro-N-(methylsulfamoyl)pyridin-2-amine